FC(C=1C=C2C=CC(=NC2=CC1)C(F)(F)F)(F)F 6-trifluoromethyl-2-(trifluoromethyl)quinoline